C(C)OC(N(CC(OC)OC)[C@H](C)C=C)=O (R)-butane-3-En-2-yl-(2,2-dimethoxyethyl)carbamic acid ethyl ester